FC(OC1=CC=C(C=C1)C#CC1SCCCS1)(F)F 2-((4-(trifluoromethoxy)phenyl)ethynyl)-1,3-dithiane